isooctanoic acid triethanolamine salt N(CCO)(CCO)CCO.C(CCCCC(C)C)(=O)O